C1(=CC=CC=C1)C1=CC(=NN1)CCNC(=O)C=1C=C2CCN(CC2=CC1)C(=O)C1=C2C=CN=CC2=CC=C1 N-[2-(5-phenyl-3-pyrazolyl)ethyl]-2-[(5-isoquinolyl)carbonyl]-1,2,3,4-tetrahydro-6-isoquinolinecarboxamide